methyl 4-azidobenzo[b]thiophene-2-carboxylate N(=[N+]=[N-])C1=CC=CC=2SC(=CC21)C(=O)OC